N(=[N+]=[N-])CC(=O)C1=CC=C(C=C1)Cl 2-azido-1-(4-chlorophenyl)ethanone